1-(3-(4-fluorophenyl)-2-(isoxazol-4-yl)-7-methylquinolin-5-yl)ethan-1-ol (1S,6R,8aR)-1,4,4,6-tetra-methyloctahydro-1H-5,8a-methanoazulen-6-yl-acetate C[C@H]1CCC2C(C3[C@@](CC[C@@]12C3)(C)CC(=O)OC(C)C3=C1C=C(C(=NC1=CC(=C3)C)C=3C=NOC3)C3=CC=C(C=C3)F)(C)C